FC(C(=O)N[C@@H](C)C(=O)OCOC(N(C)[C@]1(C(CCCC1)=O)C1=C(C=CC=C1)Cl)=O)(F)F ((((S)-1-(2-chlorophenyl)-2-oxocyclohexyl)(methyl)carbamoyl)oxy)methyl (2,2,2-trifluoroacetyl)-L-alaninate